C1(CC1)CS(=O)(=O)NC1=CC(=C(C=C1)N1N=C(C=2C=NC(=CC21)C=2C=NN1C2N=CC=C1)C)OC 1-cyclopropyl-N-(3-methoxy-4-(3-methyl-6-(pyrazolo[1,5-a]pyrimidin-3-yl)-1H-pyrazolo[4,3-c]pyridin-1-yl)phenyl)methanesulfonamide